2-(4-(3-amino-6-(2-hydroxyphenyl)pyridazin-4-yl)-2-methylpiperazin-1-yl)(2-phenylcyclopropyl)methanone NC=1N=NC(=CC1N1CC(N(CC1)C1(C(C1)C=O)C1=CC=CC=C1)C)C1=C(C=CC=C1)O